ethyleneglycol bis(4-mercaptobutyrate) SCCCC(=O)OCCOC(CCCS)=O